FC=1C(=CC(=C(C1)O)[N+](=O)[O-])[N+](=O)[O-] 5-fluoro-2,4-dinitrophenol